5-Cyano-N-[4-[1,5-di-tert-butyl-8-oxabicyclo[3.2.1]octa-2,6-dien-3-yl]-2-(4,4-dimethylcyclohexen-1-yl)phenyl]-1H-imidazole-2-carboxamide C(#N)C1=CN=C(N1)C(=O)NC1=C(C=C(C=C1)C1=CC2(C=CC(C1)(O2)C(C)(C)C)C(C)(C)C)C2=CCC(CC2)(C)C